(E)-1-(4-Amino-2-hydroxyphenyl)-3-naphthalen-2-ylprop-2-en-1-one NC1=CC(=C(C=C1)C(\C=C\C1=CC2=CC=CC=C2C=C1)=O)O